7-{3,5-bis(trifluoromethyl)phenyl}heptyl-trimethoxysilane FC(C=1C=C(C=C(C1)C(F)(F)F)CCCCCCC[Si](OC)(OC)OC)(F)F